C(C)(C)(C)OC(N[C@@H]1C2=CC=CC=C2CC12CCN(CC2)C2=NC(=C(C(=N2)N)C2=C(C(=CC=C2)Cl)Cl)C#N)=O ((1S)-1'-(4-amino-6-cyano-5-(2,3-dichlorophenyl)pyrimidin-2-yl)-1,3-dihydrospiro[indene-2,4'-piperidine]-1-yl)carbamic acid tert-butyl ester